3-fluoro-N-(7-(hydroxyamino)-7-oxoheptyl)-4-(3-(4-(trifluoromethoxy)phenyl)thioureido)benzamide FC=1C=C(C(=O)NCCCCCCC(=O)NO)C=CC1NC(=S)NC1=CC=C(C=C1)OC(F)(F)F